4-[4-(4-Cyclopropylmethoxy-pyrimidin-2-yl)-2,6-difluoro-phenoxy]-butyric acid C1(CC1)COC1=NC(=NC=C1)C1=CC(=C(OCCCC(=O)O)C(=C1)F)F